BrC=1C=CC(=C(C1)N(CC(=O)NC)CC)C=O 2-[(5-BROMO-2-FORMYLPHENYL)(ETHYL)AMINO]-N-METHYLACETAMIDE